FC(CN1CC(N(CC1)CC1=C2C=CN(C2=C(C=C1OC)C)C(=O)OCCCC)C1=CC(=C(C=C1)C(=O)OC)OS(=O)(=O)C(F)(F)F)F butyl 4-((4-(2,2-difluoroethyl)-2-(4-(methoxycarbonyl)-3-(((trifluoromethyl)sulfonyl)oxy)phenyl)piperazin-1-yl)methyl)-5-methoxy-7-methyl-1H-indole-1-carboxylate